(4E)-4-[3-(3-chlorophenyl)prop-2-yn-1-ylidene]-3,3-dimethyl-1-(phenylsulfonyl)piperidine ClC=1C=C(C=CC1)C#C\C=C/1\C(CN(CC1)S(=O)(=O)C1=CC=CC=C1)(C)C